N-((6-fluoropyridin-2-yl)methyl)-5-methoxy-7-(1-methyl-6-oxo-1,6-dihydropyridin-3-yl)-N-(3-(methylamino)-3-oxopropyl)benzo[b]thiophene-2-carboxamide FC1=CC=CC(=N1)CN(C(=O)C1=CC2=C(S1)C(=CC(=C2)OC)C2=CN(C(C=C2)=O)C)CCC(=O)NC